N-[2-chloro-5-(trifluoromethyl)phenyl]-3,8-diazabicyclo[3.2.1]octane-8-carboxamide ClC1=C(C=C(C=C1)C(F)(F)F)NC(=O)N1C2CNCC1CC2